(8S,11S,13S,14S,17S)-17-hydroxy-11-(6-hydroxyhexyl)-13-methyl-6,7,8,11,12,13,14,15,16,17-decahydro-1H-cyclopenta[a]phenanthren-3(2H)-one O[C@H]1CC[C@H]2[C@@H]3CCC4=CC(CCC4=C3[C@H](C[C@]12C)CCCCCCO)=O